tert-butyl((1R,5S,6r)-3,3-difluorobicyclo[3.1.0]hexan-6-yl)(methyl)carbamate C(C)(C)(C)OC(N(C)C1[C@H]2CC(C[C@@H]12)(F)F)=O